1-ethylammonium chloride [Cl-].C(C)[NH3+]